2-(2-(4-amino-1,2,5-oxadiazol-3-yl)-1H-benzo[d]imidazol-1-yl)-N-(4-methoxyphenyl)acetamide NC=1C(=NON1)C1=NC2=C(N1CC(=O)NC1=CC=C(C=C1)OC)C=CC=C2